C(C=C)(=O)N1CCN(CC1)C1(CCC(CC1)(F)F)C1=CC=C(C=C1)[C@H](C)NC=1N=CC2=C(N1)N(C(C=C2)=O)C(C)C 2-{[(1S)-1-{4-[1-(4-acryloylpiperazin-1-yl)-4,4-difluorocyclohexyl]phenyl}ethyl]amino}-8-(prop-2-yl)pyrido[2,3-d]pyrimidin-7(8H)-one